benzyl ((3S,5S)-1-(4-(((S)-2-cyano-1-(4-(ethylsulfonyl)phenyl)ethyl) carbamoyl)phenyl)-5-((difluoromethoxy)methyl)pyrrolidin-3-yl)carbamate C(#N)C[C@@H](C1=CC=C(C=C1)S(=O)(=O)CC)NC(=O)C1=CC=C(C=C1)N1C[C@H](C[C@H]1COC(F)F)NC(OCC1=CC=CC=C1)=O